2,3,3-TRICHLOROPROPENAL ClC(C=O)=C(Cl)Cl